N-(2,3-dihydro-1,4-benzodioxin-6-yl)-7-[(3S,5S)-3,5-dimethylpiperazin-1-yl]-2-methoxy-1,3-benzothiazole-4-carboxamide O1CCOC2=C1C=CC(=C2)NC(=O)C=2C=CC(=C1C2N=C(S1)OC)N1C[C@@H](N[C@H](C1)C)C